C(C)(=O)C=1C=C(NC1)C(=O)NCC1=CC(=C(C=C1)OC)OC 4-acetyl-N-(3,4-dimethoxybenzyl)-1H-pyrrole-2-carboxamide